CN[C@H]1COC2=C1C=CC(=C2)C(F)(F)F (R)-N-methyl-6-(trifluoromethyl)-2,3-dihydrobenzofuran-3-amine